ClC=1C(=NC(=NC1)NC1CCOCC1)C1=CC=C2CN(C(C2=C1)=O)CC(=O)NC(C)C=1SC=C(N1)C(F)(F)F 2-(6-{5-chloro-2-[(oxan-4-yl)amino]pyrimidin-4-yl}-1-oxo-2,3-dihydro-1H-isoindol-2-yl)-N-{1-[4-(trifluoromethyl)-1,3-thiazol-2-yl]ethyl}acetamide